4-amino-2-(1,2-dihydroxyethyl)-5-hydroxyfuran-3-one NC=1C(C(OC1O)C(CO)O)=O